ClC1=C(C(=C(C=C1OC)OC)Cl)C1=CC2=C(N=C(N=C2)N[C@H]2[C@H](CN(C2)C=2C=NNC2)NC(C=C)=O)C(=N1)NCC1OCCC1 N-((3S,4R)-4-((6-(2,6-dichloro-3,5-di-methoxyphenyl)-8-(((tetrahydrofuran-2-yl)methyl)amino)pyrido[3,4-d]pyrimidin-2-yl)amino)-1-(1H-pyrazol-4-yl)pyrrolidin-3-yl)acrylamide